ClC1=CC=C(N=N1)CNC1CCOCC1 N-((6-Chloropyridazin-3-yl)methyl)tetrahydro-2H-pyran-4-amine